2-methyl-2-phenyl-cyclohexanone CC1(C(CCCC1)=O)C1=CC=CC=C1